5-bromopentyl (2-hexyldecyl) carbonate C(OCCCCCBr)(OCC(CCCCCCCC)CCCCCC)=O